BrC1=C(C=C(C(=O)OCC)C=C1C(F)(F)F)F ethyl 4-bromo-3-fluoro-5-(trifluoromethyl)benzoate